NC=1C(=C2C=NN(C2=C(C1)F)CCOC)N1C[C@H](C[C@H]1CO)NC(OC(C)(C)C)=O tert-butyl ((3S,5S)-1-(5-amino-7-fluoro-1-(2-methoxyethyl)-1H-indazol-4-yl)-5-(hydroxymethyl)pyrrolidin-3-yl)carbamate